(1S,2R)-2-((S)-5-Chloro-8-((1-methyl-5-(trifluoromethyl)-1H-1,2,3-triazol-4-yl)methoxy)-1-((2-oxopyrrolidin-1-yl)methyl)-1,2,3,4-tetrahydroisochinolin-2-carbonyl)-1-methylcyclohexan ClC1=C2CCN([C@@H](C2=C(C=C1)OCC=1N=NN(C1C(F)(F)F)C)CN1C(CCC1)=O)C(=O)[C@H]1[C@H](CCCC1)C